2-diethylaminoethanethiol C(C)N(CCS)CC